FC=1C=C(CC=2C=C3C(=NN(C3=CC2)C2OCCCC2)C(OC)OC)C=C(C1)F 5-(3,5-difluorobenzyl)-3-(dimethoxymethyl)-1-(tetrahydro-2H-pyran-2-yl)-1H-indazole